[1-[5-[4-acetamido-2-(tert-butylsulfamoyl)phenyl]thiazol-2-yl]-4-piperidyl] N-benzylcarbamate C(C1=CC=CC=C1)NC(OC1CCN(CC1)C=1SC(=CN1)C1=C(C=C(C=C1)NC(C)=O)S(NC(C)(C)C)(=O)=O)=O